p-phenylenebismaleimide tert-Butyl-4-((2S,5R)-6-hydroxy-7-oxo-1,6-diazabicyclo[3.2.1]octane-2-carboxamido)piperidine-1-carboxylate C(C)(C)(C)OC(=O)N1CCC(CC1)NC(=O)[C@H]1N2C(N([C@H](CC1)C2)O)=O.C2(=CC=C(C=C2)C=2C(=O)NC(C2)=O)C=2C(=O)NC(C2)=O